CC=1C=C(C=CC1)NC1=CC=C(C=C1)C1=CC=CC=C1 [4-(3-methylphenyl-amino)phenyl]benzene